CO[C@@]1(COCC1)C1=CC(=CC(=N1)N1C=C(C=2C=NC(=CC21)NC(C)=O)C2CCNCC2)C (R)-N-(1-(6-(3-Methoxytetrahydrofuran-3-yl)-4-methylpyridin-2-yl)-3-(piperidin-4-yl)-1H-Pyrrolo[3,2-c]pyridin-6-yl)acetamide